2-(pyrimidin-4-ylamino)butyric acid N1=CN=C(C=C1)NC(C(=O)O)CC